1-(4-((2-methylbenzo[d]-oxazol-6-yl)oxy)-1,3,5-triazin-2-yl)piperidin-4-amine CC=1OC2=C(N1)C=CC(=C2)OC2=NC(=NC=N2)N2CCC(CC2)N